ClC1=C(C(=CC=C1)Cl)N1CC(C1)C=1C=C2CCC(C2=C(C1)F)N1CCC(CC1)C(=O)O 1-(5-(1-(2,6-dichlorophenyl)azetidin-3-yl)-7-fluoro-2,3-dihydro-1H-inden-1-yl)piperidine-4-carboxylic acid